4-((2-methyl-1-((4-bromophenyl)amino)-1-oxopropan-2-yl)oxy)benzoic acid CC(C(=O)NC1=CC=C(C=C1)Br)(C)OC1=CC=C(C(=O)O)C=C1